[3-(2-tert-butoxycarbonylamino-ethyl)-5-(2-chloro-3-fluoro-phenyl)-2,4-dioxo-3,4-dihydro-2H-pyrimidin-1-yl]-acetic acid C(C)(C)(C)OC(=O)NCCN1C(N(C=C(C1=O)C1=C(C(=CC=C1)F)Cl)CC(=O)O)=O